2-((1r,4r)-4-hydroxycyclohexylamino)-4-(methylthio)pyrimidine-5-carbonitrile OC1CCC(CC1)NC1=NC=C(C(=N1)SC)C#N